C1(CC1)C=1NC(=NN1)C=1C(=C(C(=CC1)O)N1CC(NS1(=O)=O)=O)F 5-(3-(5-cyclopropyl-4H-1,2,4-triazol-3-yl)-2-fluoro-6-hydroxyphenyl)-1,2,5-thiadiazolidin-3-one 1,1-dioxide